4'-(4-(diphenylamino)phenyl)-5'-phenyl-[1,1':2',1''-terphenyl]-4-carbonitrile C1(=CC=CC=C1)N(C1=CC=C(C=C1)C=1C=C(C(=CC1C1=CC=CC=C1)C1=CC=C(C=C1)C#N)C1=CC=CC=C1)C1=CC=CC=C1